O=C1N(CC2=CC(=CC=C12)C1CCN(CC1)CC=1N=C2N(C=C(C=C2)C2=CC=CC=C2)C1)C1C(NC(CC1)=O)=O 3-(1-oxo-5-(1-((6-phenylimidazo[1,2-a]pyridin-2-yl)methyl)piperidin-4-yl)isoindolin-2-yl)piperidine-2,6-dione